5-((5-fluoro-2-(2-fluoroethoxy)benzyl)amino)-N-methyl-1H-indazole-3-carboxamide FC=1C=CC(=C(CNC=2C=C3C(=NNC3=CC2)C(=O)NC)C1)OCCF